C1(OC(C(F)O1)F)=O trans-bisfluoroethylene carbonate